(P)-7-Amino-8-(5-methyl-1H-indazol-4-yl)quinoxaline-6-carboxamide NC1=C(C=C2N=CC=NC2=C1C1=C2C=NNC2=CC=C1C)C(=O)N